S1C(=CC=C1)C1(CC1)NC(C(C)(C)C)=O N-(1-(2-thienyl)cyclopropyl)pivaloamide